5,6-dihydro-[3,3'-bipyridine]-1(2H)-carboxylic acid tert-butyl ester C(C)(C)(C)OC(=O)N1CC(=CCC1)C=1C=NC=CC1